Cl.N[C@@H]1CC[C@H]1C(=O)OC methyl trans-4-aminocyclobutanecarboxylate hydrochloride